C12CNCC(CC1)N2C=2SC=1CN(CC(C1N2)(C)C)C(CC2CCC1(COC1)CC2)=O 1-(2-(3,8-diazabicyclo[3.2.1]octan-8-yl)-7,7-dimethyl-6,7-dihydrothiazolo[5,4-c]pyridin-5(4H)-yl)-2-(2-oxaspiro[3.5]nonan-7-yl)ethan-1-one